C(CCCCCCC=CCC=CCC=CCCCCC)(=O)O eicosa-8,11,14-trienoic acid